3-(4-fluoro-5-(1-(7-fluoro-3-methyl-6-(4-methylpiperazin-1-yl)-1H-indole-2-carbonyl)piperidin-4-yl)-1-oxoisoindolin-2-yl)piperidine-2,6-dione FC1=C2CN(C(C2=CC=C1C1CCN(CC1)C(=O)C=1NC2=C(C(=CC=C2C1C)N1CCN(CC1)C)F)=O)C1C(NC(CC1)=O)=O